2-chloro-9-(difluoromethyl)-6-(4-(trifluoromethoxy)phenyl)-9H-purine ClC1=NC(=C2N=CN(C2=N1)C(F)F)C1=CC=C(C=C1)OC(F)(F)F